C(C)OC1=CC=CC=2N(C(OC(C21)=O)=O)CC 5-ethoxy-1-ethyl-2H-benzo[d][1,3]oxazine-2,4(1H)-dione